ClC1=C(C=CC=C1)[C@@H]1[C@@H](COC(C1)(C)C)C(=O)N1[C@@H](CC2(CN(C2)C(C=C)=O)CC1)C 1-((R)-7-((3S,4S)-4-(2-chlorophenyl)-6,6-dimethyltetrahydro-2H-pyran-3-carbonyl)-6-methyl-2,7-diazaspiro[3.5]nonan-2-yl)prop-2-en-1-one